tris-(3-triethoxysilyl-1-propyl) tetrathiophosphate P(=S)(SCCC[Si](OCC)(OCC)OCC)(SCCC[Si](OCC)(OCC)OCC)SCCC[Si](OCC)(OCC)OCC